C(CCCCCCCCCCC)SC(=S)SC(C(=O)O)(C)C 2-[dodecylthio(thiocarbonyl)thio]-2-methylpropionic acid